(E)-ethyl 3-(2-methylpyrimidin-4-yl)acrylate CC1=NC=CC(=N1)/C=C/C(=O)OCC